hexyl-alanine C(CCCCC)N[C@@H](C)C(=O)O